C1(=CC=CC2=CC=CC=C12)[C@H](C)N (1S)-1-(1-naphthyl)ethanamine